N-(Octyl)acrylamide C(CCCCCCC)NC(C=C)=O